C(C)N(C(=O)[C@H]1CN(C)[C@@H]2CC3=CN(C4=CC=CC(C2=C1)=C34)C(C)=O)CC N-Acetyl-lysergic acid diethylamide